2-((phenoxycarbonyl)amino)-4,6-dimethoxypyrimidine O(C1=CC=CC=C1)C(=O)NC1=NC(=CC(=N1)OC)OC